CC(C(C)S)C 3-methylbutane-2-thiol